OC(C(=O)O)CCCCCCCCCCCCCCCC Monohydroxystearic acid